NC([SeH])=[NH2+] Isoselenuronium